F[C@@H]1[C@@H](O[C@@H]([C@H]1O)CO)N1C2=NC(=NC(=C2N=C1)NC(CCCCCCCCCCC)=O)C(F)(F)F N-[9-[(2R,3S,4R,5R)-3-FLUORO-4-HYDROXY-5-(HYDROXYMETHYL)TETRAHYDROFURAN-2-YL]-2-(TRIFLUOROMETHYL)PURIN-6-YL]DODECANAMIDE